methacryloxypropyltrifluorosilane C(C(=C)C)(=O)OCCC[Si](F)(F)F